7α,25-Dihydroxycholest-4-en-3-one O[C@H]1[C@H]2[C@@H]3CC[C@H]([C@@H](CCCC(C)(C)O)C)[C@]3(CC[C@@H]2[C@]2(CCC(C=C2C1)=O)C)C